(3-(((2-fluoro-3-formyl-4-methylphenyl)(methyl)amino)methyl)phenyl)carbamic acid tert-butyl ester C(C)(C)(C)OC(NC1=CC(=CC=C1)CN(C)C1=C(C(=C(C=C1)C)C=O)F)=O